[N+](=O)([O-])C=1C=C(OCC(=O)Cl)C=CC1 3-nitrophenoxyacetyl chloride